Isobutyltin Trilaurate C(CCCCCCCCCCC)(=O)[O-].C(CCCCCCCCCCC)(=O)[O-].C(CCCCCCCCCCC)(=O)[O-].C(C(C)C)[Sn+3]